3-(4-chlorophenyl)-N-((4-chlorophenyl)sulfonyl)-5-methyl-4-phenyl-4,5-dihydro-1H-pyrazole-1-carboxamide ClC1=CC=C(C=C1)C1=NN(C(C1C1=CC=CC=C1)C)C(=O)NS(=O)(=O)C1=CC=C(C=C1)Cl